CC(CN1N=NC=C1C1=CC=C(C=C1)C1CN(C1)C(=O)N1C[C@H](CC1)C(=O)N)(C)C (3S)-1-[3-[4-[3-(2,2-Dimethylpropyl)triazol-4-yl]phenyl]azetidine-1-carbonyl]pyrrolidine-3-carboxamide